ClC=1N=C2N(N=CC=C2C(COC)C)C1 2-Chloro-8-(1-methoxypropan-2-yl)imidazo[1,2-b]pyridazin